C1(CCCC1)N(C(=O)OCC1=C(C=NN1C)C1=CC(=C(OC2CCCCC2)C=C1)C)C (1S,3S)-3-(4-(5-(((Cyclopentyl(methyl)carbamoyl)oxy)methyl)-1-methyl-1H-pyrazol-4-yl)-2-methylphenoxy)cyclohexan